[5-(4-AMINOCINNOLIN-7-YL)-2-METHOXY-4-THIAZOL-2-YL-PHENYL]BORONIC ACID FORMIC ACID SALT C(=O)O.NC1=CN=NC2=CC(=CC=C12)C=1C(=CC(=C(C1)B(O)O)OC)C=1SC=CN1